[Li].C(#N)C=1N=C(NC1C#N)C(C(F)(F)F)(F)F 4,5-dicyano-2-pentafluoroethyl-imidazole lithium salt